[Si](C1=CC=CC=C1)(C1=CC=CC=C1)(C(C)(C)C)C=1C=C2C=3C=CC(=CC3C=CC2=CC1)Cl 6-(tert-butyldiphenylsilyl)-2-chlorophenanthrene